methyl 3-(benzyloxy)-5-methoxybenzoate C(C1=CC=CC=C1)OC=1C=C(C(=O)OC)C=C(C1)OC